NCC1=CC=C(C2=C1NC(=N2)C)C(=O)NC2C(NC(CC2)=O)=O 7-(aminomethyl)-N-(2,6-dioxopiperidin-3-yl)-2-methyl-1H-benzo[d]imidazole-4-carboxamide